C(#N)C1=CC(=C(C(=O)NC23CC(C2)(C3)C(F)(F)F)C=C1)NS(=O)(=O)C(C)(C)C 4-cyano-2-((1,1-dimethylethyl)sulfonamido)-N-(3-(trifluoromethyl)bicyclo[1.1.1]pentan-1-yl)benzamide